FC(C=1N=CC=2N(C1)C(=CN2)C2=NC=CC(=N2)N2C[C@H](CCC2)N)F (3S)-1-[2-[6-(difluoromethyl)imidazo[1,2-a]pyrazin-3-yl]pyrimidin-4-yl]piperidin-3-amine